C(C)OC(=O)C1(CC1)C=O 1-formyl-cyclopropanecarboxylic acid ethyl ester